C12CC(CC2C1)NCC1=CC(=C2CN(C(C2=C1)=O)C1=CC(=CC=C1)C1(CC(C1)OC)C1=NN=CN1C)C(F)(F)F 6-((bicyclo[3.1.0]hexan-3-ylamino)methyl)-2-(3-((1r,3r)-3-methoxy-1-(4-methyl-4H-1,2,4-triazol-3-yl)cyclobutyl)phenyl)-4-(trifluoromethyl)isoindolin-1-one